CC1=C(C=C(C=C1)NC(C)=O)C1=CC=C(C=C1)OC 2-methyl-5-acetamido-4'-methoxybiphenyl